2,7-dimethyl-9,10-bis(n-propoxycarbonyloxy)anthracene CC1=CC2=C(C3=CC(=CC=C3C(=C2C=C1)OC(=O)OCCC)C)OC(=O)OCCC